[Br-].OCC[NH3+] N-hydroxyethylammonium bromide